COCC1=CC=C(O1)S(=O)(=O)Cl 5-(Methoxymethyl)furan-2-sulfonyl chloride